ClC=1C=C(C=CC1F)NC(=O)C1=C(N=CN1C)C1CC2CC(CC2C1)(O)C1=CC(=NN1C)C#N N-(3-chloro-4-fluorophenyl)-4-(5-(3-cyano-1-methyl-1H-pyrazol-5-yl)-5-hydroxyoctahydropentalen-2-yl)-1-methyl-1H-imidazole-5-carboxamide